2-(3-(7-chloro-6-(1H-indol-6-yl)-2-oxo-1,2-dihydro-quinolin-3-yl)phenyl)acetic acid ClC1=C(C=C2C=C(C(NC2=C1)=O)C=1C=C(C=CC1)CC(=O)O)C1=CC=C2C=CNC2=C1